FC1(N(C(CC2=NN3C(CCCC(C3)C(C)(C)O)=C21)C)C(=O)N)F difluoro-8-(2-hydroxypropan-2-yl)-3-methyl-3,4,8,9,10,11-hexahydro-1H-pyrido[4',3':3,4]pyrazolo[1,5-a]azepine-2(7H)-carboxamide